BrC1=NC(=C(C2=C1CCC2)Br)C(CC2=CC(=CC(=C2)F)F)N 1-(1,4-Dibromo-6,7-dihydro-5H-cyclopenta[c]pyridin-3-yl)-2-(3,5-difluorophenyl)ethan-1-amine